di(heptadec-9-yl)9-((2-oxaspiro[3.3]heptan-6-yl)amino)heptadecanedioic acid CCCCCCCCC(CCCCCCCC)C(C(=O)O)(CCCCCCC(CCCCCCCC(=O)O)NC1CC2(COC2)C1)C(CCCCCCCC)CCCCCCCC